1-fluoro-2-methoxynaphthalene FC1=C(C=CC2=CC=CC=C12)OC